FC1(CCC12CN(C2)C(=O)N[C@H](C(=O)N2[C@@H]([C@H]1C([C@H]1C2)(C)C)C(=O)O)C(C)(C)C)F (1R,2S,5S)-3-[(2S)-2-[(7,7-difluoro-2-azaspiro(3.3)heptane-2-carbonyl)amino]-3,3-dimethyl-butanoyl]-6,6-dimethyl-3-azabicyclo[3.1.0]hexane-2-carboxylic acid